FC=1C=C(OC(C(=O)N2CCN(CC2)S(=O)(=O)C=2C=CC3=C(CCO3)C2)(C)C)C=CC1F 2-(3,4-Difluorophenoxy)-1-(4-((2,3-Dihydrobenzofuran-5-yl)sulfonyl)piperazin-1-yl)-2-methylpropan-1-one